C(C)(C)(C)NC(=O)N1CC=2N(CC1)C(=C(C2C(=O)N)C2=CC=C(C=C2)N(C)C)C2CC2 N2-tert-butyl-6-cyclopropyl-7-[4-(dimethylamino)phenyl]-3,4-dihydropyrrolo[1,2-a]pyrazine-2,8(1H)-dicarboxamide